bicycloundecane C1(CCCCCCCCCC1)C1CCCCCCCCCC1